N1=C(C=CC=C1)C(=C)O[Si](C)(C)C 1-(2-pyridyl)-1-trimethylsiloxyethylene